Cl.NC1(CC(CCC1)C)CC(=O)OC methyl 2-(1-amino-3-methylcyclohexyl)acetate hydrochloride